(2s,4s)-2-(4-(4-chlorophenyl)-4-ethylpiperidine-1-carbonyl)-7-oxa-5-azaspiro[3.4]Octane-6-one ClC1=CC=C(C=C1)C1(CCN(CC1)C(=O)C1CC2(C1)NC(OC2)=O)CC